2-Bromomethyl-1H-phenalen-1-one BrCC=1C(C=2C=CC=C3C=CC=C(C1)C23)=O